O1C(=CC2=C1C=CC=C2)C(N2CCN(CC2)C2=NC=CC=C2C(F)(F)F)C2=NN=NN2C(C)(C)C 1-(benzofuran-2-yl(1-(tert-butyl)-1H-tetrazol-5-yl)methyl)-4-(3-(trifluoromethyl)pyridin-2-yl)piperazine